2-amino-1-[4-(4,5-dichloro-1H-indole-2-carbonyl)piperazin-1-yl]ethanone NCC(=O)N1CCN(CC1)C(=O)C=1NC2=CC=C(C(=C2C1)Cl)Cl